4,7,12,15-tetraazaoctadecanedioic acid C(CCNCCNCCCCNCCNCCC(=O)O)(=O)O